N[C@H](C(=O)OCC1=CC=CC=C1)CC1=CC=CC=C1 (S)-benzyl 2-amino-3-phenylpropanoate